N(=N[Na])[Na] azodisodium